CC1=CC2=C(N=C(O2)CSC=2NC(C3=C(N2)N(N=C3)C3CC3)=O)C=C1 6-(((6-methylbenzo[d]oxazol-2-yl)methyl)thio)-1-cyclopropyl-1,5-dihydro-4H-pyrazolo[3,4-d]pyrimidin-4-one